C(C)(C)(C)OC(N(C)C1CCC(CC1)CN)=O Tert-butyl((1r,4r)-4-(aminomethyl)cyclohexyl)(methyl)carbamate